C(C)OC(=O)C1=CN(C2=NC(=C(C=C2C1=O)F)Cl)C(C)C.NC=1C=C(OC2=CC=CC=C2)C=CC1 4-(3-aminophenoxy)benzene ethyl-7-chloro-6-fluoro-4-oxo-1-(propan-2-yl)-1,4-dihydro-1,8-naphthyridine-3-carboxylate